4-((2-amino-9-((2R,4S,5R)-4-hydroxy-5-(hydroxymethyl)tetrahydrofuran-2-yl)-9H-purin-6-yl)thio)but-3-en-2-one NC1=NC(=C2N=CN(C2=N1)[C@@H]1O[C@@H]([C@H](C1)O)CO)SC=CC(C)=O